O1N=CC2=C1C=CC(=C2)NC2=CC=NC1=CC=C(C=C21)C2=C(C=C(CN1CC(NCC1)=O)C=C2)F 4-(4-(4-(benzo[d]isoxazol-5-ylamino)quinolin-6-yl)-3-fluorobenzyl)piperazin-2-one